2-(2-(benzyloxy)-5-((6-bromo-3H-imidazo[4,5-b]pyridin-3-yl)methyl)-3-methoxyphenoxy)-1-(1-methyl-1H-pyrazol-4-yl)ethan-1-one C(C1=CC=CC=C1)OC1=C(OCC(=O)C=2C=NN(C2)C)C=C(C=C1OC)CN1C=NC=2C1=NC=C(C2)Br